BrC1=CC=C(O1)CC1=NNC(C2=CC=CC=C12)=O 4-((5-bromofuran-2-yl)methyl)phthalazin-1(2H)-one